tert-butyl 2-((3-(1-(4-fluorophenyl)cyclopropyl)-1,2,4-oxadiazol-5-yl)methyl)acrylate FC1=CC=C(C=C1)C1(CC1)C1=NOC(=N1)CC(C(=O)OC(C)(C)C)=C